C(C1=CC=CC=C1)C1=CN=C(O1)C(CN1C(C=CC(=C1)C#C)=O)=O 1-(2-(5-benzyloxazol-2-yl)-2-oxoethyl)-5-ethynylpyridin-2(1H)-one